C(#N)CCN(C(CC)CC)C N-(2-cyanoethyl)-N-methyl-N-(3-pentyl)-amine